5-(5-(1-(2-hydroxy-2-methylpropyl)piperidin-4-yl)-3-isopropyl-1H-indol-2-yl)-3-methoxy-1,4-dimethylpyridin-2(1H)-one OC(CN1CCC(CC1)C=1C=C2C(=C(NC2=CC1)C=1C(=C(C(N(C1)C)=O)OC)C)C(C)C)(C)C